(E)-N-(3-(2-(1-Methyl-1H-pyrazol-5-yl)vinyl)phenyl)-N-(4-(6-(pyrrolidin-1-yl)pyridin-3-yl)benzyl)cyclohexanecarboxamide CN1N=CC=C1/C=C/C=1C=C(C=CC1)N(C(=O)C1CCCCC1)CC1=CC=C(C=C1)C=1C=NC(=CC1)N1CCCC1